n-undecyl beta-D-glucopyranoside CCCCCCCCCCCO[C@H]1[C@@H]([C@H]([C@@H]([C@H](O1)CO)O)O)O